N-(4'-((2-(1,1-difluoroethyl)-6-methylpyrimidin-4-yl)amino)-[2,3'-bipyridin]-6'-yl)acetamide FC(C)(F)C1=NC(=CC(=N1)NC1=C(C=NC(=C1)NC(C)=O)C1=NC=CC=C1)C